4-[5-(2-aminoethyl)pyrimidin-2-yl]-3-(2-methyl-6-prop-2-ynoxypyrimidin-4-yl)oxybenzonitrile NCCC=1C=NC(=NC1)C1=C(C=C(C#N)C=C1)OC1=NC(=NC(=C1)OCC#C)C